N-[2-(3,4-dichlorophenyl)ethyl]-acetamid ClC=1C=C(C=CC1Cl)CCNC(C)=O